ClC=1N=[N+](C2=C(N1)C=CC(=C2)OC(F)(F)F)[O-] 3-chloro-7-trifluoromethoxybenzo[e][1,2,4]triazine-1-oxide